N-(2-benzylpentyl)-1-methyl-5-oxo-4,5-dihydro-1H-1,2,4-triazole-3-carboxamide C(C1=CC=CC=C1)C(CNC(=O)C1=NN(C(N1)=O)C)CCC